1-(tert-butyl)-3-(3-((2-(5-fluoroisoindolin-2-yl)-2-oxoethyl)amino)adamantan-1-yl)urea C(C)(C)(C)NC(=O)NC12CC3(CC(CC(C1)C3)C2)NCC(=O)N2CC3=CC=C(C=C3C2)F